N1CC(C1)CN1CCN(CC1)CC=1C=CC(=NC1)NC1=NC=C(C(=N1)C=1C=C(C2=C(N(C(=N2)C)C(C)C)C1)F)F N-(5-((4-(azetidin-3-ylmethyl)piperazin-1-yl)methyl)pyridin-2-yl)-5-fluoro-4-(4-fluoro-1-isopropyl-2-methyl-1H-benzo[d]imidazol-6-yl)pyrimidin-2-amine